COC=1C(=CC(=C(C1)CC#N)[N+](=O)[O-])C(F)(F)F 2-(5-methoxy-2-nitro-4-(trifluoromethyl)phenyl)acetonitrile